(4-iodo-3-methyl-isothiazol-5-yl)methanol IC=1C(=NSC1CO)C